(3-aminopiperidin-1-yl)(2-(6-isobutyl-6H-thieno[2,3-b]pyrrol-5-yl)-7-methoxy-1-methyl-1H-benzo[d]imidazol-5-yl)methanone NC1CN(CCC1)C(=O)C1=CC2=C(N(C(=N2)C2=CC3=C(N2CC(C)C)SC=C3)C)C(=C1)OC